COC(=O)C=1C2C(C(OC1)OCCC)C(=CC2)COS(=O)(=O)C 7-((Methylsulfonyloxy)methyl)-1-propoxy-1,4a,5,7a-tetrahydrocyclopenta[c]pyran-4-carboxylic acid methyl ester